N-methyl-β-alanine CNCCC(=O)O